FC(CN1N=C(C=C1)C=1SC=C(N1)N)F 2-[1-(2,2-difluoroethyl)pyrazol-3-yl]thiazol-4-amine